C(C)(C)(C)N1C(N(CC1)C1=NC(=C(C=C1)S(=O)(=O)C)N1N=C(N=C1C)C1=C(C=CC=C1)Cl)=O 1-tertiary-butyl-3-{6-[3-(2-chlorophenyl)-5-methyl-1H-1,2,4-triazol-1-yl]-5-(methanesulfonyl)pyridin-2-yl}imidazolidin-2-one